1-[4-Cyclopropyl-2-fluoro-6-(methoxymethoxy)phenyl]-N-[(3R)-1-[2-[tert-butyl(dimethyl)silyl]oxyethyl]-3-piperidyl]pyrido[3,4-d]pyridazin-4-amine C1(CC1)C1=CC(=C(C(=C1)OCOC)C1=C2C(=C(N=N1)N[C@H]1CN(CCC1)CCO[Si](C)(C)C(C)(C)C)C=NC=C2)F